3-((3R,4R)-3-((7-(2-(4-isobutylphenyl)propanoyl)-7H-pyrrolo[2,3-d]pyrimidin-4-yl)(methyl)amino)-4-methylpiperidin-1-yl)-3-oxopropanenitrile C(C(C)C)C1=CC=C(C=C1)C(C(=O)N1C=CC2=C1N=CN=C2N([C@H]2CN(CC[C@H]2C)C(CC#N)=O)C)C